(R)-3-(3-isopropyl-5-(piperazin-1-yl)phenyl)-10-methyl-9,10,11,12-tetrahydro-8H-[1,4]diazepino[5',6':4,5]thieno[3,2-f]quinolin-8-one C(C)(C)C=1C=C(C=C(C1)N1CCNCC1)C1=NC=2C=CC3=C(C2C=C1)C1=C(S3)C(N[C@@H](CN1)C)=O